C(C(=C)C)(=O)OC1CCCCC1 5-cyclohexyl methacrylate